C[C@@H](C(=O)NCC(CC)C)CC |r| (2RS,2'RS)-2-methyl-N-(2'-methylbutyl)butanamide